BrC1=C2CCC(CC2=CC=C1)=O 5-bromo-3,4-dihydronaphthalen-2(1H)-one